FC1=CC=C(C=C1)NC(NCC(C)C)=O 3-(4-fluorophenyl)-1-isobutyl-urea